1-(piperazin-1-yl)ethan-1-one N1(CCNCC1)C(C)=O